2,6-di-tert-butyl-4-ethoxymethylphenol C(C)(C)(C)C1=C(C(=CC(=C1)COCC)C(C)(C)C)O